CN[C@@H](CC1=CC=C(C=C1)O)C(=O)O L-N-methyltyrosine